FC(C(=O)NNC(CC1CCC2(CN(C2)C(C(F)(F)F)=O)CC1)=O)(F)F 2,2,2-trifluoro-N'-[2-[2-(2,2,2-trifluoroacetyl)-2-azaspiro[3.5]nonan-7-yl]acetyl]acetohydrazide